4-[4-(2-methoxyphenyl)piperazin-1-yl]-1-[10,11-dihydro-5H-dibenzo[b,f]azepin-5-yl]butan-1-one oxalate C(C(=O)O)(=O)O.COC1=C(C=CC=C1)N1CCN(CC1)CCCC(=O)N1C2=C(CCC3=C1C=CC=C3)C=CC=C2